5-bromobicyclo[2.2.1]hept-2-ene BrC1C2C=CC(C1)C2